(+)-N-((S)-2,6-Dioxopiperidin-3-yl)-1,2,3,4-tetrahydroquinoline-4-carboxamide O=C1NC(CC[C@@H]1NC(=O)C1CCNC2=CC=CC=C12)=O